CN(CC(C)NC(C1=CC=C(C=C1)C1=NC2=CC=C3C(=C2C=2CCCCC12)C=NN3)=O)C N-(1-(dimethylamino)propan-2-yl)-4-(8,9,10,11-tetrahydro-3H-pyrazolo[4,3-a]phenanthridin-7-yl)benzamide